C(C)(C)(C)C1(NC(=NC(=N1)NC1CC1)SC)N 2-tert-butyl-N4-cyclopropyl-6-methylsulfanyl-1,3,5-triazine-2,4-diamine